CC(C)CCCC(CCCC(CCCC)C)C 2,6,10-trimethyl-tetradecane